[V].[Ni].[Co] Cobalt-Nickel-Vanadium